OC1=C(C=CC=C1)C(=CC1=CC=NC=C1)C1=C(C=CC=C1)O 4-(2,2-bis(2-hydroxyphenyl)-vinyl)-pyridine